NC1=CC=C(C(=C1CNCC(=O)OC(C)(C)C)F)Br tert-butyl 2-{[(6-amino-3-bromo-2-fluorophenyl)methyl]amino}acetate